2-methyl-6-(piperidin-4-yl)-2,3-dihydropyrido[3,4-d]pyridazine-1,4,7(6H)-trione CN1NC(C=2C(C1=O)=CC(N(C2)C2CCNCC2)=O)=O